B(O)(O)O.C(O)C(CC)(CO)CO trimethylolpropane borate